bromo-4-methoxycyclopentanone BrC1C(CC(C1)OC)=O